C(C)O[Si](C(CCN1C(NCC1)=O)CC)(OCC)OCC 1-[3-(Triethoxysilyl)pentyl]-2-imidazolidinone